3-Methyl-6-((2-methyl-4-(1-(1-methyl-2-nitro-1H-imidazol-5-yl)ethoxy)phenyl)amino)-1-(tetrahydro-2H-pyran-4-yl)-1,3-dihydro-2H-imidazo[4,5-c]pyridin-2-one CN1C(N(C2=C1C=NC(=C2)NC2=C(C=C(C=C2)OC(C)C2=CN=C(N2C)[N+](=O)[O-])C)C2CCOCC2)=O